4-cyclopentyl-6-(4-((2-methoxybenzoylamino)methyl)phenyl)-1H-pyrazolo[4,3-c]Pyridine-7-carboxylic acid methyl ester COC(=O)C=1C2=C(C(=NC1C1=CC=C(C=C1)CNC(C1=C(C=CC=C1)OC)=O)C1CCCC1)C=NN2